(R)-5-(2-aminopropyl)-2-methoxybenzenesulfonamide N[C@@H](CC=1C=CC(=C(C1)S(=O)(=O)N)OC)C